C(CCCCCCCCC=CCCCCCCCCCCCCCCCCCC)(=O)O 10-Nonacosenoic acid